fluoropropylenediamine FNC(CN)C